2-chloro-1-[2,6-dimethyl-4-[5-methyl-1-[4-(trifluoromethoxy)phenyl]pyrazol-3-yl]piperazin-1-yl]ethanone ClCC(=O)N1C(CN(CC1C)C1=NN(C(=C1)C)C1=CC=C(C=C1)OC(F)(F)F)C